N-(3-Chloro-phenyl)-4-[3-(1H-pyrazol-4-ylmethyl)-ureido]-benzamide ClC=1C=C(C=CC1)NC(C1=CC=C(C=C1)NC(=O)NCC=1C=NNC1)=O